5-[(1E)-2-ethoxyethenyl]-2,4-dimethylpyridine C(C)O/C=C/C=1C(=CC(=NC1)C)C